3-(Trifluoromethyl)-5,6,7,8-tetrahydroimidazo[1,5-a]pyrazine-1-carboxylic acid methyl ester COC(=O)C=1N=C(N2C1CNCC2)C(F)(F)F